FC1(CNCCC1NC(=O)C1=C(OC2=C1C=C(C=C2)OCC2C(C2)(C)C)C)F N-(3,3-difluoropiperidin-4-yl)-5-[(2,2-dimethylcyclopropyl)methoxy]-2-methyl-1-benzofuran-3-carboxamide